3-(benzothiazol-2-yl)-9-ethyl-2-oxo-6,7,8,9-tetrahydro-2H-pyrano[3,2-g]Quinoline S1C(=NC2=C1C=CC=C2)C2=CC=1C=C3CCCN(C3=CC1OC2=O)CC